C1(CC1)CN1C=C(C(C(=C1)C1=NC=C(C=C1)F)=O)C(=O)N 1-(cyclopropylmethyl)-5-(5-fluoro-2-pyridyl)-4-oxopyridine-3-carboxamide